N-[3-chloro-2-fluoro-4-(2-oxabicyclo[2.1.1]hexan-1-ylmethoxy)phenyl]-6-[(3S)-pyrrolidin-3-yl]oxy-pyrido[3,2-d]pyrimidin-4-amine ClC=1C(=C(C=CC1OCC12OCC(C1)C2)NC=2C1=C(N=CN2)C=CC(=N1)O[C@@H]1CNCC1)F